FC(CN1C(=NC=2C1=NC(=CC2)C=2C=CN1N=C(N=CC12)NC1C[C@@H]2[C@@H](CN(C2)C(C)=O)C1)C)F 1-((3aR,5r,6aS)-5-((5-(3-(2,2-difluoroethyl)-2-methyl-3H-imidazo[4,5-b]pyridin-5-yl)pyrrolo[2,1-f][1,2,4]triazin-2-yl)amino)hexahydrocyclopenta[c]pyrrol-2(1H)-yl)ethan-1-one